2-methyl-5-(1H-1,2,3-triazol-1-yl)pyridine 1-oxide CC1=[N+](C=C(C=C1)N1N=NC=C1)[O-]